tri-lead tetroxide O=[Pb]1O[Pb]O[Pb]O1